NC=1C=CC(=NC1O)C(C(=O)OCC)(C)C ethyl 2-(5-amino-6-hydroxypyridin-2-yl)-2-methylpropanoate